C1(CC1)C(C(=O)NN1C=CC=C1)N1C=2C(=CC=C1)N=C(N2)SCC2=CC=C(C=C2)F 2-cyclopropyl-2-(2-((4-fluorobenzyl)thio)-4H-imidazo[4,5-b]pyridin-4-yl)-N-(1H-pyrrol-1-yl)acetamide